4-chloro-3,5-dimethylphenyl-biphenyl ClC1=C(C=C(C=C1C)C1=C(C=CC=C1)C1=CC=CC=C1)C